3-(N-((1,2,3,5,6,7-hexahydro-s-indacen-4-yl)carbamoyl)sulfamoyl)-1H-pyrazole C1CCC2=C(C=3CCCC3C=C12)NC(=O)NS(=O)(=O)C1=NNC=C1